CN1N=NC(=C1NC(O[C@H](C)C=1C(=NC=C(C1)F)F)=O)C1=NC=C(C=C1)NC(C1=CC(=NC=C1)C(F)(F)F)=O (R)-1-(2,5-difluoropyridin-3-yl)ethyl (1-methyl-4-(5-(2-(trifluoromethyl)isonicotinamido)pyridin-2-yl)-1H-1,2,3-triazol-5-yl)carbamate